C(C)C1=C(C=CC(=N1)N)C=1C=CC(=C2C=CC=NC12)F 6-Ethyl-5-(5-fluoroquinolin-8-yl)pyridin-2-amine